C(OCCOC)(OC(C)OC1=CC(=CC(=C1C1=C(C=CC(=C1)C)C(=C)C)OC(C)OC(OCCOC)=O)CCCCC)=O bis(2-methoxyethyl) (((5'-methyl-4-pentyl-2'-(prop-1-en-2-yl)-[1,1'-biphenyl]-2,6-diyl)bis(oxy))bis(ethane-1,1-diyl)) bis(carbonate)